Tert-butyl (2E)-3-(5-{2-[4-(piperazin-1-yl)phenyl]ethynyl}thiophen-2-yl)prop-2-enoate N1(CCNCC1)C1=CC=C(C=C1)C#CC1=CC=C(S1)/C=C/C(=O)OC(C)(C)C